(3-pentafluoropropoxy-2-((pentafluoropropoxy) methyl) propyl) dichlorophosphite P(OCC(COC(CC(F)(F)F)(F)F)COC(CC(F)(F)F)(F)F)(Cl)Cl